NCCN(CCNCCN)CCN N,N,N'-tris(2-aminoethyl)-1,2-ethylenediamine